N1(CCNCCC1)C=1N(C(C(=C(N1)C1=CC(=C(C#N)C=C1)F)C1=CC(=C(C=C1)OC)F)=O)C 4-[2-[1,4]diazepan-1-yl-5-(3-fluoro-4-methoxy-phenyl)-1-methyl-6-oxo-1,6-dihydro-pyrimidin-4-yl]-2-fluoro-benzonitrile